O1NOC2=C1C=CC(=C2)CCC(=O)NCC2=CC(=NO2)C2=C(C(=CC(=C2)F)F)F 3-(benzo[d][1,3]dioxazol-5-yl)-N-((3-(2,3,5-trifluorophenyl)isoxazol-5-yl)methyl)propanamide